butyl sulfate ammonium salt [NH4+].S(=O)(=O)(OCCCC)[O-]